5-amino-N-(cyclopropyl-(3-(cyclopropylmethoxy)-4-fluorophenyl)methyl)pentane-1-sulfonamide NCCCCCS(=O)(=O)NC(C1=CC(=C(C=C1)F)OCC1CC1)C1CC1